5-(Methylamino)-6-(3-methylimidazo[4,5-c]pyridin-7-yl)-3-[4-[rel-(1S)-1-(4-methylpiperazin-1-yl)ethyl]anilino]pyrazin CNC=1N=C(C=NC1C=1C2=C(C=NC1)N(C=N2)C)NC2=CC=C(C=C2)[C@H](C)N2CCN(CC2)C |o1:25|